NCCOCCOCCN 1-amino-3,6-dioxa-8-octanamine